octalenyl methacrylate C(C(=C)C)(=O)OC1=CC=CC=CC2=CC=CC=CC=C12